di-tert-butyl (2S,5S)-2-methyl-5-((tosyloxy)methyl)-1,4-diazepane-1,4-dicarboxylate C[C@@H]1N(CC[C@H](N(C1)C(=O)OC(C)(C)C)COS(=O)(=O)C1=CC=C(C)C=C1)C(=O)OC(C)(C)C